(R)-2-methyl-N-(1-(3-(5-((4-methyl-1H-1,2,3-triazol-1-yl)methyl)thiophen-2-yl)phenyl)ethyl)-5-(piperidin-4-yloxy)benzamide CC1=C(C(=O)N[C@H](C)C2=CC(=CC=C2)C=2SC(=CC2)CN2N=NC(=C2)C)C=C(C=C1)OC1CCNCC1